CC(CCCC(=O)N)C 5-methylhexanamide